[(3S)-4,4,4-trifluoro-3-methoxybutyl] 4-methylbenzenesulfonate CC1=CC=C(C=C1)S(=O)(=O)OCC[C@@H](C(F)(F)F)OC